2-(2-chlorophenoxy)-1-(5-hydroxy-1,3-dimethyl-1H-pyrazol-4-yl)ethan-1-one ClC1=C(OCC(=O)C=2C(=NN(C2O)C)C)C=CC=C1